(1R,2R)-N-[7-chloro-6-[4-((3R,4R)-4-fluoro-3-methyl-tetrahydrofuran-3-yl)piperazin-1-yl]-3-isoquinolyl]-2-(1-methylpyrazol-3-yl)cyclopropanecarboxamide ClC1=C(C=C2C=C(N=CC2=C1)NC(=O)[C@H]1[C@@H](C1)C1=NN(C=C1)C)N1CCN(CC1)[C@@]1(COC[C@@H]1F)C